Br[Mg]CC(C)C bromo(2-methylpropyl)magnesium